C(CC)OC(CCCCCCCCCCCC/C=C/CCO)OCCC (3E)-17,17-dipropoxy-3-heptadecene-1-ol